N1(CCOCC1)C=1C2=C(N=CN1)N(C(=C2)C2=CC=C(C=C2)NS(=O)(=O)N2CCN(CC2)C(=O)OC(C)(C)C)COCC[Si](C)(C)C tert-butyl 4-({4-[4-(morpholin-4-yl)-7-{[2-(trimethylsilyl)ethoxy]methyl}-7H-pyrrolo[2,3-d]pyrimidin-6-yl]phenyl} sulfamoyl)piperazine-1-carboxylate